NCCCN1CCCC1 N-aminopropyl-tetrahydropyrrole